FC=1C(=NC(=NC1)N1N=C2CCC(CC2=C1O)N1CCN(CC1)C)N1CCOCC1 2-(5-Fluoro-4-morpholinopyrimidin-2-yl)-5-(4-methylpiperazin-1-yl)-4,5,6,7-tetrahydro-2H-indazol-3-ol